BrC1=C(C(OC(=C1)C(=O)NC=1SC(=NN1)C=1SC=CC1C#N)=O)OC 4-bromo-N-(5-(3-cyanothiophen-2-yl)-1,3,4-thiadiazol-2-yl)-3-methoxy-2-oxo-2H-pyran-6-carboxamide